N-{[9-(3-phenylpropyl)-β-carbolin-3-yl]methyl}-9-benzyl-β-carbolin-1-amine C1(=CC=CC=C1)CCCN1C2=CC=CC=C2C=2C=C(N=CC12)CNC1=NC=CC=2C3=CC=CC=C3N(C12)CC1=CC=CC=C1